tert-butyl 5-amino-4-(5-(4-(hydroxymethyl)-3-methoxypyridin-2-yl)-1-oxoisoindolin-2-yl)-5-oxopentanoate NC(C(CCC(=O)OC(C)(C)C)N1C(C2=CC=C(C=C2C1)C1=NC=CC(=C1OC)CO)=O)=O